N(=[N+]=[N-])CCCCCCCCCCC[Si](OCC)(OCC)OCC 11-azidoundecyltriethoxysilane